C=C(CCC1=C(N=C2CCC3CNCC3=C21)CCC(C=CC=C)=C)C=CC=C bis(3-methylenehept-4,6-dien-1-yl)hexahydropyrroloisoindole